C(C)C(COC1=CC(=C(C=C1)C1=NC(=NC(=N1)C1=C(C=C(C=C1)OCC(CCCC)CC)O)C1=CC=C(C=C1)OC)O)CCCC 2,4-Bis[4-(2-ethylhexyloxy)-2-hydroxyphenyl]-6-(4-methoxyphenyl)-1,3,5-triazin